BrCCOC1=CC(=CC=C1)Cl 1-(2-bromoethoxy)-3-chlorobenzene